N1=NONNCCCCCCCCC(CCCCCC1)=O oxatetraazacycloeicosen-14-one